C(C)(=O)C1=CC=C(C=C1)S(=O)(=O)NCC(=O)O ([(4-ACETYLPHENYL)SULFONYL]AMINO)ACETIC ACID